OCCOC1=CC2=C(N=C(O2)NC2=NC3=C(N2C)C=CC(=C3)C(=O)NCCOCCO)C=C1 ((6-(2-hydroxyethoxy)benzo[d]oxazol-2-yl)amino)-N-(2-(2-hydroxyethoxy)ethyl)-1-methyl-1H-benzo[d]imidazole-5-carboxamide